OCC1=CC=C(C=C1)N1CCC(CC1)NC(OC(C)(C)C)=O tert-butyl (1-(4-(hydroxymethyl)phenyl)piperidin-4-yl)carbamate